tert-butyl 4-(((3R,4R)-1-(tert-butoxycarbonyl)-3-(4-(tert-butoxycarbonyl) phenyl)piperidin-4-yl)methyl)-5-methoxy-7-methyl-1H-indole-1-carboxylate C(C)(C)(C)OC(=O)N1C[C@H]([C@@H](CC1)CC1=C2C=CN(C2=C(C=C1OC)C)C(=O)OC(C)(C)C)C1=CC=C(C=C1)C(=O)OC(C)(C)C